ClC=1C2=C(N=C(N1)CC1CC1)SC(=C2)C 4-chloro-2-(cyclopropylmethyl)-6-methylthieno[2,3-d]pyrimidine